(3R)-3-[4-(trimethylstannyl)phenoxy]-1-azabicyclo[2.2.2]octane C[Sn](C1=CC=C(O[C@H]2CN3CCC2CC3)C=C1)(C)C